ClC=1C=C(C=NC1OC1=CC=CC=C1)NC=1C2=C(N=CN1)C=CC(=N2)N2CC1(CCN1)C2 N-(5-chloro-6-phenoxypyridin-3-yl)-6-(1,6-diazaspiro[3.3]heptan-6-yl)pyrido[3,2-d]pyrimidin-4-amine